4-[4-(3,4-Methylenedioxyphenyl)-5-(2-pyridyl)-1H-imidazol-2-yl]-benzamide hydrate O.C1OC=2C=C(C=CC2O1)C=1N=C(NC1C1=NC=CC=C1)C1=CC=C(C(=O)N)C=C1